4,4'-(3-(3-ethyl-4-hydroxybenzylidene)penta-1,4-diyne-1,5-diyl)bis(2-ethyl-4-hydroxycyclohexa-2,5-dien-1-one) C(C)C=1C=C(C=C(C#CC2(C=C(C(C=C2)=O)CC)O)C#CC2(C=C(C(C=C2)=O)CC)O)C=CC1O